N-[(1S)-1-[(1S)-4,6-difluoroindan-1-yl]-2-[4-(3,5-dimethyl-1H-pyrazol-4-yl)anilino]-2-oxo-ethyl]-2-methyl-pyrazole-3-carboxamide FC1=C2CC[C@@H](C2=CC(=C1)F)[C@@H](C(=O)NC1=CC=C(C=C1)C=1C(=NNC1C)C)NC(=O)C=1N(N=CC1)C